8-(4-Methylpent-2-yl)-4-oxo-1,4-dihydroquinoline-3-carboxylic acid ethyl ester C(C)OC(=O)C1=CNC2=C(C=CC=C2C1=O)C(C)CC(C)C